6-phenyldihydro-2H-pyran-2,4(3H)-dione C1(=CC=CC=C1)C1CC(CC(O1)=O)=O